C(CCC)OP(O)(O)=O 1-n-butyl-phosphoric acid